2-Aminoethan-1,1-Disulfonic Acid NCC(S(=O)(=O)O)S(=O)(=O)O